C(#CCCCCCCC#C)C1=CC=C(C=C1)CC(=O)OCC ethyl 2-(4-(deca-1,9-diyn-1-yl)phenyl)acetate